(S)-2-((4-(6-((4-(dimethylcarbamoyl)-2-fluorobenzyl)oxy)pyridin-2-yl)piperidin-1-yl)methyl-yl)-1-(oxetan-2-ylmethyl)-1H-benzo[d]imidazole-6-carboxylic acid CN(C(=O)C1=CC(=C(COC2=CC=CC(=N2)C2CCN(CC2)C=C2NC3=C(N2C[C@H]2OCC2)C=C(C=C3)C(=O)O)C=C1)F)C